C(C)(C)(C)NC=1OC2=C(N1)C=CC(=C2)OC\C(\CNC(OC(C)(C)C)=O)=C\F tert-butyl (E)-(2-(((2-(tert-butylamino)benzo[d]oxazol-6-yl)oxy)methyl)-3-fluoroallyl)carbamate